(S)-7-(1-(Pent-2-ynoyl)piperidin-4-yl)-2-(4-phenoxyphenyl)-4,5,6,7-tetrahydropyrazolo[1,5-a]pyrimidine-3-carboxamide C(C#CCC)(=O)N1CCC(CC1)[C@@H]1CCNC=2N1N=C(C2C(=O)N)C2=CC=C(C=C2)OC2=CC=CC=C2